[Ru](=O)(=O)=O.[Sr] Strontium ruthenium trioxide